The molecule is the conjugate base of (S)-3-(indol-3-yl)-2-oxobutyric acid. It is a conjugate base of a (S)-3-(indol-3-yl)-2-oxobutyric acid. It is an enantiomer of a (R)-3-(indol-3-yl)-2-oxobutyrate. C[C@@H](C1=CNC2=CC=CC=C21)C(=O)C(=O)[O-]